(6-(2H-1,2,3-triazol-2-yl)-5-(trifluoromethyl)pyridin-3-yl)-4-(3-amino-5-bromo-2-chloropyridin-4-yl)-2-chloro-5-fluorobenzamide N=1N(N=CC1)C1=C(C=C(C=N1)C=1C(=C(C(=O)N)C=C(C1C1=C(C(=NC=C1Br)Cl)N)F)Cl)C(F)(F)F